[Cl-].C(CCCC)[N+]1(CCCCC1)CCCC 1-pentyl-1-butylpiperidinium chloride